C1OCCC12CNCC2 2-oxa-7-azaspiro[4.4]nonane